O[C@H](C)[C@@H]1N(CCC1)C(=O)OC(C)(C)C tert-Butyl (2R)-2-((1R)-1-hydroxyethyl)pyrrolidine-1-carboxylate